ClC=1C2=CN(N=C2C=CC1C1=NN(C2=NC(=C(N=C21)CO)N2[C@H]1[C@H]([C@H](C[C@@H]2CC1)NC(OCC1=CC=CC=C1)=O)F)[C@@H]1OCCCC1)C |&1:41| rac-Benzyl N-[(1R,2S,3S,5S)-8-[3-(4-chloro-2-methyl-2H-indazol-5-yl)-5-(hydroxymethyl)-1-(oxan-2-yl)-1H-pyrazolo[3,4-b]pyrazin-6-yl]-2-fluoro-8-azabicyclo[3.2.1]octan-3-yl]carbamate